C(C)(C)C1C(C2=CC(=CC=C2C1)C(C)C)N 2,6-diisopropyl-1-aminoindan